[H+].C1=NC2=C(N1[C@H]3[C@@H]([C@@H]([C@H](O3)COP(=O)([O-])OP(=O)(CP(=O)([O-])[O-])[O-])O)O)N=C(NC2=O)N.[Na+].[Na+].[Na+] The molecule is an organic sodium salt that is the trisodium salt of guanosine 5'-(beta,gamma-methylene)triphosphate. It contains a guanosine 5'-[beta,gamma-methylene]triphosphate(4-).